5,6-difluoro-4-methyl-8-nitro-quinoline FC1=C2C(=CC=NC2=C(C=C1F)[N+](=O)[O-])C